C(C)(C)(C)N(C(O)=O)C1CCC2=C(NC1=O)C=CC=C2.N2=C(N=CC1=CC=CC=C21)NC2CC1(CC(C1)OC1=C(C(=O)N)C=CC=N1)C2 2-(((2s,4s,6s)-6-(quinazolin-2-ylamino)spiro[3.3]heptan-2-yl)oxy)nicotinamide tert-butyl-(2-oxo-2,3,4,5-tetrahydro-1H-benzo[b]azepin-3-yl)carbamate